N,N-dimethyl-vinylsulfonamide tert-butyl-(2s,4r)-2-((3-((tert-butyldiphenylsilyl)oxy)propyl)carbamoyl)-4-hydroxypiperidine-1-carboxylate C(C)(C)(C)OC(=O)N1[C@@H](C[C@@H](CC1)O)C(NCCCO[Si](C1=CC=CC=C1)(C1=CC=CC=C1)C(C)(C)C)=O.CN(S(=O)(=O)C=C)C